C(C)C(C(=O)[O-])CCCC.[Sn+2].C(C)C(C(=O)[O-])CCCC tin (ii) 2-ethyl-1-hexanoate